C(C)OC1=NC=CC=C1C1=NC(=C(C=C1)OC1CC2(CN(C2)C(=O)C2=NC(=C(C=C2)C)C(F)(F)F)C1)C(=O)N[C@H]1CN(CC1)C 2'-ethoxy-N-[(3R)-1-methylpyrrolidin-3-yl]-5-({2-[5-methyl-6-(trifluoromethyl)pyridine-2-carbonyl]-2-azaspiro[3.3]heptan-6-yl}oxy)[2,3'-bipyridine]-6-carboxamide